2-(3-(3'-chloro-4'-methoxy-[1,1'-biphenyl]-3-yl)-5-(cyclopropylmethyl)-4-(3-fluoro-4-sulfamoylbenzyl)-1H-pyrazol-1-yl)thiazole-4-carboxylic acid ClC=1C=C(C=CC1OC)C1=CC(=CC=C1)C1=NN(C(=C1CC1=CC(=C(C=C1)S(N)(=O)=O)F)CC1CC1)C=1SC=C(N1)C(=O)O